(2-(1H-imidazol-1-yl) ethoxy)-3-methoxybenzoate N1(C=NC=C1)CCOC1=C(C(=O)[O-])C=CC=C1OC